[Cl-].CC1=C(C=CC=C1C)[C@@H](C)C=1N=CNC1 |r| (RS)-4-[1-(2,3-dimethylphenyl)ethyl]-1H-imidazole chloride